(S)-5-(benzyloxy)-4-bromo-N-(1-cyclopropyl-2-(5-methyl-1,2,4-oxadiazol-3-yl)propan-2-yl)picolinamide C(C1=CC=CC=C1)OC=1C(=CC(=NC1)C(=O)N[C@](CC1CC1)(C)C1=NOC(=N1)C)Br